FC(C(=O)O)(F)F.N1=CN=C(C2=C1NC=C2)C=2C=NN(C2)[C@@H](CC#N)CCC (3R)-3-[4-(7H-Pyrrolo[2,3-d]pyrimidin-4-yl)-1H-pyrazol-1-yl]hexanenitrile trifluoroacetate salt